2-amino-3-methyl-glutaric acid NC(C(=O)O)C(CC(=O)O)C